C(C)(C)(C)OC(=O)N1[C@@H](CCC1)CO (S)-1-tert-butoxycarbonyl-2-pyrrolidinemethanol